(Z)-3-[2-(piperidin-4-yl)ethylidene]-6alpha-hydroxyandrostan-17-one N1CCC(CC1)C\C=C\1/CC2[C@H](C[C@H]3[C@@H]4CCC([C@@]4(C)CC[C@@H]3[C@]2(CC1)C)=O)O